(S)-2-amino-N1,N5-bis(4-((4-((2-((S)-2-cyano-4,4-difluoropyrrolidin-1-yl)-2-oxoethyl)carbamoyl)quinolin-6-yl)oxy)butyl)pentanediamide N[C@H](C(=O)NCCCCOC=1C=C2C(=CC=NC2=CC1)C(NCC(=O)N1[C@@H](CC(C1)(F)F)C#N)=O)CCC(=O)NCCCCOC=1C=C2C(=CC=NC2=CC1)C(NCC(N1[C@@H](CC(C1)(F)F)C#N)=O)=O